FC=1C=C(C=C(C1)F)[C@@H]1CC=NN1C(=O)N1CCN(CC1)C1=NC=C(C(=N1)N1N=C(N(C1=O)CC)C)F (S)-2-(2-(4-(5-(3,5-difluorophenyl)-4,5-dihydro-1H-pyrazole-1-carbonyl)piperazin-1-yl)-5-fluoropyrimidin-4-yl)-4-ethyl-5-methyl-2,4-dihydro-3H-1,2,4-triazol-3-one